FC(CN)(C(C(C(C(C(C(C(F)(F)F)(F)F)(F)F)(F)F)(F)F)(F)F)(F)F)F 2,2,3,3,4,4,5,5,6,6,7,7,8,8,9,9,9-heptadecafluorononan-1-amine